Cl.Cl.C(C)(=O)C1=CC2=C(O1)C(=C1C=CC=CC1=C2OC(=O)OC(C(=O)O)(CCC)N)OC(=O)OC(C(=O)O)(CCC)N (((2-Acetylnaphtho[2,3-b]furan-4,9-diyl)bis(oxy))bis(carbonyl)bis(oxy))bis(2-aminopentanoic acid) dihydrochloride